FC1=C(C=CC(=C1)F)CN(C(NCC1=CC=C(C=C1)F)=O)C1CCN(CC1)C 3-[(2,4-difluorophenyl)methyl]-1-[(4-fluorophenyl)methyl]-3-(1-methylpiperidin-4-yl)urea